(4-(dihexylamino)-3-fluorophenyl)-2,6-dimethylpyrimidin-4(3H)-one hydrobromide Br.C(CCCCC)N(C1=C(C=C(C=C1)N1C(=NC(=CC1=O)C)C)F)CCCCCC